6-fluoro-1-(oxetan-2-ylmethyl)-1H-benzo[d]imidazole-5-carbonitrile FC=1C(=CC2=C(N(C=N2)CC2OCC2)C1)C#N